(S)-methyl 3-(5-(5-(2,3-dichloro-4-(N-(1,1,1-trifluoropropan-2-yl) sulfamoyl) phenyl)-4-(diethylcarbamoyl) thiazol-2-yl)-1,3,4-oxadiazol-2-yl)-2,2-dimethylpropanoate ClC1=C(C=CC(=C1Cl)S(N[C@H](C(F)(F)F)C)(=O)=O)C1=C(N=C(S1)C1=NN=C(O1)CC(C(=O)OC)(C)C)C(N(CC)CC)=O